3-Ethynyl-N-(1-methyl-3-(4-(3-(3-(trifluoromethyl)-3H-diazirin-3-yl)benzamido)phenyl)-1H-pyrazol-5-yl)benzamide C(#C)C=1C=C(C(=O)NC2=CC(=NN2C)C2=CC=C(C=C2)NC(C2=CC(=CC=C2)C2(N=N2)C(F)(F)F)=O)C=CC1